5-methyleneFuran C=C1C=CCO1